(1R,2S)-1-(5-chloropyrimidin-2-yl)-N-(5-((R)-2,2-difluorocyclobutyl)-4-(4,6-dimethoxypyrimidin-5-yl)-4H-1,2,4-triazol-3-yl)-1-methoxypropane-2-sulfonamide ClC=1C=NC(=NC1)[C@H]([C@H](C)S(=O)(=O)NC1=NN=C(N1C=1C(=NC=NC1OC)OC)[C@@H]1C(CC1)(F)F)OC